COCCN1[C@@H](CCN2C1=NC(=CC2=O)N2[C@@H](COCC2)C)C(F)(F)F (S)-9-(2-Methoxy-ethyl)-2-((R)-3-methyl-morpholin-4-yl)-8-trifluoromethyl-6,7,8,9-tetrahydro-pyrimido[1,2-a]-pyrimidin-4-one